(1R,5S,6R)-3-azabicyclo[3.1.0]hexane-6-carboxylic acid methyl ester hydrochloride Cl.COC(=O)C1[C@H]2CNC[C@@H]12